COC(C(=C)C)=O.OC1=CC=CC(=C1)C 2-hydroxy(4-methylbenzene) methyl-methacrylate